methyl (S,E)-2-(5-(2-ethoxyvinyl)-4-isopropyl-2-oxopyrimidin-1(2H)-yl)-4-methylpentanoate C(C)O/C=C/C=1C(=NC(N(C1)[C@H](C(=O)OC)CC(C)C)=O)C(C)C